1-dodecanoyl-2-octadecanoyl-glycero-3-phosphoserine C(CCCCCCCCCCC)(=O)OCC(OC(CCCCCCCCCCCCCCCCC)=O)COP(=O)(O)OC[C@H](N)C(=O)O